6,6'-methylenebis(2-(2H-benzo[d][1,2,3]triazole-2-yl)-4-(2,4,4-trimethylpentane-2-yl)phenol) C(C1=CC(=CC(=C1O)N1N=C2C(=N1)C=CC=C2)C(C)(CC(C)(C)C)C)C2=CC(=CC(=C2O)N2N=C1C(=N2)C=CC=C1)C(C)(CC(C)(C)C)C